tert-butyl (+/-)-((1R,2R,4S)-7-azabicyclo[2.2.1]heptan-2-yl)carbamate [C@H]12[C@@H](C[C@H](CC1)N2)NC(OC(C)(C)C)=O |r|